2-(3,4-dimethoxyphenyl)-3-isopropyl-5-(4-(4-isopropylpiperazin-1-yl)phenyl)-1H-indole COC=1C=C(C=CC1OC)C=1NC2=CC=C(C=C2C1C(C)C)C1=CC=C(C=C1)N1CCN(CC1)C(C)C